1-(5-Bromopyridin-2-yl)-4-(azetidin-1-ylmethyl)-N-isobutylpiperidine-4-carboxamide BrC=1C=CC(=NC1)N1CCC(CC1)(C(=O)NCC(C)C)CN1CCC1